6-((1R,2R)-2-(4-cyano-1H-pyrazol-1-yl)cyclobutyl)-4-oxo-1-((S)-1-(6-(trifluoromethyl)pyridin-3-yl)ethyl)-4,5-dihydro-1H-pyrazolo[3,4-d]pyrimidine-3-carbonitrile C(#N)C=1C=NN(C1)[C@H]1[C@@H](CC1)C=1NC(C2=C(N1)N(N=C2C#N)[C@@H](C)C=2C=NC(=CC2)C(F)(F)F)=O